Cl.Cl.FC=1C=C(C=CC1[C@@H]1NC[C@H](C1)O)C=1N=C2SC3=C(N2C1)C=C(C(=C3)C(=O)NCCCN3CCC(CC3)F)OC (trans)-2-(3-fluoro-4-((trans)-4-hydroxypyrrolidin-2-yl)phenyl)-N-(3-(4-fluoropiperidin-1-yl)propyl)-6-methoxybenzo[d]imidazo[2,1-b]thiazole-7-carboxamide dihydrochloride